C/C(=C/1\\C(=O)[C@@H]2[C@@H]3[C@@H](CC4=C5C3=CNC5=CC=C4)C(N2C1=O)(C)C)/[O-] The molecule is an organic anion that is the conjugate base of alpha-cyclopiazonic acid; major species at pH 7.3. It is a conjugate base of an alpha-cyclopiazonic acid.